N1CC[C@@H](CCC1)C=1C=C2CN(C(C2=CC1)=O)C1C(NC(CC1)=O)=O 3-(5-((R)-azepan-4-yl)-1-oxoisoindolin-2-yl)piperidine-2,6-dione